N1CC(C1)CN(CCO)C 2-((azetidin-3-ylmethyl)(methyl)amino)-ethan-1-ol